C(OCC)(OCOC1=C(C(=CC(=C1)C(C)(CCCCCC)C)O)C1C(CCC(=C1)C)C(=C)C)=O ethyl (((6-hydroxy-5'-methyl-4-(2-methyloctan-2-yl)-2'-(prop-1-en-2-yl)-1',2',3',4'-tetrahydro-[1,1'-biphenyl]-2-yl)oxy)methyl) carbonate